NC1=C(C(=NC=2N1N=C(C2C)C)NCCC2=NC(=CC=C2)OC)C#N 7-amino-5-((2-(6-methoxypyridin-2-yl)ethyl)amino)-2,3-dimethylpyrazolo[1,5-a]pyrimidine-6-carbonitrile